tert-butyl (2S,4R)-2-((4-(5-carbamoyl-6-oxo-2-(trifluoromethyl)-1,6-dihydropyridin-3-yl)phenoxy)methyl)-4-fluoropyrrolidine-1-carboxylate C(N)(=O)C1=CC(=C(NC1=O)C(F)(F)F)C1=CC=C(OC[C@H]2N(C[C@@H](C2)F)C(=O)OC(C)(C)C)C=C1